tert-butyl (R)-2-(3-bromo-5-oxo-5,7-dihydro-6H-pyrrolo[3,4-b]pyridin-6-yl)propionate BrC=1C=C2C(=NC1)CN(C2=O)[C@@H](C(=O)OC(C)(C)C)C